CC=1C(=NN(C1NC(=O)OC1=CC=CC=C1)C1=CC=CC=C1)C=1C=NC(=NC1)N1CCN(CC1)C(=O)OC(C)(C)C tert-butyl 4-(5-(4-methyl-5-((phenoxycarbonyl)amino)-1-phenyl-1H-pyrazol-3-yl)pyrimidin-2-yl)piperazine-1-carboxylate